propylhydroxytrimethyl-ammonium chloride [Cl-].C(CC)C[N+](C)(C)O